2-(4-(4-(2-(2-Aminopyridin-3-yl)-5-(2-fluorophenyl)-3H-imidazo[4,5-b]pyridin-3-yl)benzyl)piperazin-1-yl)pyrimidine-4-carbonitrile NC1=NC=CC=C1C1=NC=2C(=NC(=CC2)C2=C(C=CC=C2)F)N1C1=CC=C(CN2CCN(CC2)C2=NC=CC(=N2)C#N)C=C1